CN(C1=CC(=C(C=C1)[N+](=O)[O-])N)C N1,N1-dimethyl-4-nitrobenzene-1,3-diamine